C(C)(C)(C)OC(=O)N1C(CC1)N1N=C(C=C1Cl)[N+](=O)[O-] (5-chloro-3-nitro-1H-pyrazol-1-yl)azetidine-1-carboxylic acid tert-butyl ester